1-[3-(azetidin-1-yl)-7-methylquinoxalin-5-yl]ethan-1-ol N1(CCC1)C=1C=NC2=CC(=CC(=C2N1)C(C)O)C